C(#N)C1=CC=C(C=C1)N(C(=O)C12CC(C1)(C2)O)C N-(4-cyanophenyl)-3-hydroxy-N-methylbicyclo[1.1.1]pentane-1-carboxamide